CC1CCC2=CC=CC(=C12)C(C)=O 1-(3-methyl-2,3-dihydro-1H-inden-4-yl)ethanone